COC(=O)C1(CC(=NO1)COCC1=C(C=CC(=C1)Cl)Cl)CC1=CC=CC=C1.C(C1=CC=CC=C1)C1C(CC)O1 benzyl-epoxybutane Methyl-5-benzyl-3-(((2,5-dichlorobenzyl)oxy)methyl)-4,5-dihydroisoxazole-5-carboxylate